FC1=CC=C(C=C1)C=1C(=CC2=CN(N=C2C1)CCN1CCOCC1)N 6-(4-fluorophenyl)-2-(2-morpholinoethyl)-2H-indazol-5-amine